(S)-2-((2-((S)-4-(difluoromethyl)-2,2-dihydroxy-1,2,3-oxathiazolidin-3-yl)-5,6-dihydrobenzo[f]imidazo[1,2-d][1,4]oxazepin-9-yl)amino)propanamide FC([C@H]1N(S(OC1)(O)O)C=1N=C2N(CCOC3=C2C=CC(=C3)N[C@H](C(=O)N)C)C1)F